C(CCCCCCC\C=C/C\C=C/CCCCC)(=O)OCCCCCCCCCCCCCCCCCC(CC)C 18-methylarachidyl linoleate